(2-trifluoromethyl-quinolin-4-yl)methanol FC(C1=NC2=CC=CC=C2C(=C1)CO)(F)F